1,3-bis(methoxyethoxypropyl)imidazolium acetate C(C)(=O)[O-].COCCOCCCN1C=[N+](C=C1)CCCOCCOC